ClC1=C(C=CC=C1)C=1CCCC2=C(C1C1=CC=C(C=C1)CC1CN(C1)CCCF)C=C(C=C2)F 8-(2-Chlorophenyl)-2-fluoro-9-(4-((1-(3-fluoropropyl)azetidin-3-yl)methyl)phenyl)-6,7-dihydro-5H-benzo[7]annulen